COC(C(C(C)=O)C1=CC(=C(C=C1)OCC1=CC=C(C=C1)OC)OC)=O 2-(3-methoxy-4-((4-methoxybenzyl)oxy)phenyl)-3-oxobutanoic acid methyl ester